undec-7-yne CCCCCCC#CCCC